BrCCCCOC1=C(C=C(C=C2COC3=C(C2=O)C=C(C=C3)Cl)C=C1)OC 3-(4-(4-bromobutoxy)-3-methoxybenzylidene)-6-chlorobenzopyran-4-one